C(C)(C)(C)P(C1=C(C2=CC=CC=C2C=C1)C1=CC=CC2=CC=CC=C12)C(C)(C)C di-tert-butyl-[1-(1-naphthyl)-2-naphthyl]phosphane